Z,E-acetate C(C)(=O)[O-]